[8-bromo-7-chloro-6-(2-fluorophenyl)-1-pyridazin-3-yl-4H-[1,2,4]triazolo[4,3-a][1,4]benzodiazepin-4-yl] acetate C(C)(=O)OC1C=2N(C3=C(C(=N1)C1=C(C=CC=C1)F)C(=C(C=C3)Br)Cl)C(=NN2)C=2N=NC=CC2